BrC=1C=NN2C1N=C1C(=C2N[C@@H]2C[C@H](CC2)N)CC(C12CCCC2)CNC2CC2 (1S,3S)-N1-(3-bromo-6-((cyclopropylamino)methyl)-6,7-dihydrospiro[cyclopenta[d]pyrazolo[1,5-a]pyrimidine-5,1'-cyclopentane]-8-yl)cyclopentane-1,3-diamine